[N+](=[N-])=CC(CC[C@@H](C(=O)OCC)NC([C@H](C)S(=O)(=O)C)=O)=O ethyl (S)-6-diazo-2-((S)-2-(methylsulfonyl)propanamido)-5-oxohexanoate